5-(3-(benzyloxy)cyclobutyl)-1,3,4-thiadiazol-2-amine C(C1=CC=CC=C1)OC1CC(C1)C1=NN=C(S1)N